ClC=1C=C(C=2N(N1)C(=CN2)F)[C@@H]2[C@H](C2)C2=NC=C(C=C2)C(F)(F)F 6-chloro-3-fluoro-8-[(1S,2S)-2-[5-(trifluoromethyl)-2-pyridyl]cyclopropyl]imidazo[1,2-b]pyridazine